NC1=CC=C(OC2=CC=C(C=C2)C(C)(C)C2=CC(=CC=C2)C(C)(C2=CC=C(C=C2)OC2=CC=C(C=C2)N)C)C=C1 1,3-bis(1-(4-(4-aminophenoxy)phenyl)-1-methylethyl)benzene